ClC=1C=C(C=CC1)S(=O)(=O)N1CC2(C1)CN(C2)C(=O)OC(C)(C)C tert-Butyl 2-(3-chlorophenyl)sulfonyl-2,6-diazaspiro[3.3]heptane-6-carboxylate